N-methyl-1,3-benzoxazole CN1COC2=C1C=CC=C2